N-((1-methyl-3-oxo-2,3,5,6,7,8-hexahydroisoquinolin-4-yl)methyl)-6-nitronicotinamide CC=1NC(C(=C2CCCCC12)CNC(C1=CN=C(C=C1)[N+](=O)[O-])=O)=O